N1=CC(=CC=C1)NC1=NC=CC(=C1)C=1C=C2C(=NNC2=CC1)N 5-(2-(Pyridin-3-ylamino)pyridin-4-yl)-1H-indazol-3-amine